((R)-1-(3,5-dichloropyridin-4-yl)ethoxy)-3-iodo-1-(tetrahydro-2H-pyran-2-yl)-1H-indazole ClC=1C=NC=C(C1[C@@H](C)OC1=C2C(=NN(C2=CC=C1)C1OCCCC1)I)Cl